CC1=CC=C(O1)\C=N\NC(C1=CC=CC=C1)=O (E)-N'-((5-methylfuran-2-yl)methylene)benzohydrazide